(S)-N-(1-(3-chlorophenyl)-2-hydroxyethyl)-1-(2-(phenylamino)pyridin-4-yl)-1H-imidazole-4-carboxamide ClC=1C=C(C=CC1)[C@@H](CO)NC(=O)C=1N=CN(C1)C1=CC(=NC=C1)NC1=CC=CC=C1